3-(5-bromopyridin-3-yl)-6-(difluoromethyl)imidazo[1,2-b]Pyridazine BrC=1C=C(C=NC1)C1=CN=C2N1N=C(C=C2)C(F)F